(1-(6-p-toluenesulfonylimidazo[4,5-d]pyrrolo[2,3-b]pyridin-1(6H)-yl)piperidin-4-yl)methanol CC1=CC=C(C=C1)S(=O)(=O)N1C=CC=2C1=NC=C1C2N(C=N1)N1CCC(CC1)CO